4-(trifluoromethyl)pyridin-2-amine hydrochloride Cl.FC(C1=CC(=NC=C1)N)(F)F